COC1=C(NC(CC(=O)C)=O)C=CC(=C1)[N+](=O)[O-] 2'-methoxy-4'-nitroacetoacetanilide